C(C)OC(=O)C1=NN(C(=N1)Br)C1=CC2=CC=CC=C2C=C1 5-bromo-1-(β-naphthyl)-1,2,4-triazole-3-carboxylic acid ethyl ester